4-ethyl-6-(4-methoxyphenyl)-N-(4-(trifluoromethoxy)phenyl)-1,3,5-triazin-2-amine C(C)C1=NC(=NC(=N1)C1=CC=C(C=C1)OC)NC1=CC=C(C=C1)OC(F)(F)F